(2-(2-(2-azidoethoxy)ethoxy)ethyl)-3-(4-(bis(2-chloroethyl)amino)phenyl)propanamide N(=[N+]=[N-])CCOCCOCCC(C(=O)N)CC1=CC=C(C=C1)N(CCCl)CCCl